OC=1C(C2=CC3=CC=CC=C3C2=CC1)=O Hydroxyfluorenon